2-(3-(difluoromethoxy)phenyl)-6-(r-isobutyl-[1,4'-bipiperidin]-4-yl)-4-methyl-1H-benzo[d]imidazole FC(OC=1C=C(C=CC1)C1=NC2=C(N1)C=C(C=C2C)C2C[C@H](N(CC2)C2CCNCC2)CC(C)C)F